C(C=1C(C(=O)OCC(CCC)C)=CC=CC1)(=O)OCC(CCC)C di(2-methylpentyl) phthalate